ClC=1C=C2C(C(N(C2=CC1)C)=O)(CC(=O)C1=CC2=CC=CC=C2C=C1)O 5-chloro-3-hydroxy-1-methyl-3-(2-(naphthalen-2-yl)-2-oxoethyl)indolin-2-one